2-amino-2-(3-(biphenyl-4-ylmethylamino)cyclobutyl)-6-boronohexanoic acid NC(C(=O)O)(CCCCB(O)O)C1CC(C1)NCC1=CC=C(C=C1)C1=CC=CC=C1